C(C)(C)(C)OC(NC1CCN(CC1)C1=NC(=CC(=C1)OC)C1=CC(=C(C=C1)C#N)F)=O (1-(6-(4-cyano-3-fluorophenyl)-4-methoxypyridin-2-yl)piperidin-4-yl)carbamic acid tert-butyl ester